3-(2-chloro-3-(2-(2-oxopyridin-1(2H)-yl)pyrimidin-5-yl)phenyl)piperidine-2,6-dione ClC1=C(C=CC=C1C=1C=NC(=NC1)N1C(C=CC=C1)=O)C1C(NC(CC1)=O)=O